C1(=CC=CC=C1)C1=C2NC(=C1C1=CC=CC=C1)C(=C1C(=C(C(=N1)C(=C1C(=C(C(N1)=C(C=1C(=C(C(N1)=C2C2=CC=C(C(=O)O)C=C2)C2=CC=CC=C2)C2=CC=CC=C2)C2=CC=C(C(=O)O)C=C2)C2=CC=CC=C2)C2=CC=CC=C2)C2=CC=C(C(=O)O)C=C2)C2=CC=CC=C2)C2=CC=CC=C2)C2=CC=C(C(=O)O)C=C2 4,4',4'',4'''-(2,3,7,8,12,13,17,18-octaphenyl-porphyrin-5,10,15,20-tetrayl)tetrabenzoic acid